C(#N)CC=1N(C=2N(C(N=C(C2N1)N1C[C@H](N(C[C@@H]1C)C(=O)OC(C)(C)C)C)=O)C)CC tert-butyl (2R,5S)-4-(8-(cyanomethyl)-9-ethyl-3-methyl-2-oxo-3,9-dihydro-2H-purin-6-yl)-2,5-dimethylpiperazine-1-carboxylate